ClC1=C(C=C(C=C1OC)C=1C(=CC(N(N1)C)=O)C1=C(C=CC=C1F)F)OC 6-(4-chloro-3,5-dimethoxyphenyl)-5-(2,6-difluorophenyl)-2-methyl-3(2H)-pyridazinone